O=C1N(CCC(N1)=O)C1=CC=C(CN2CCC(CC2)C=2SC3=C(N2)C=C(C(=C3)NC(C3=CN=C(C=C3)C(F)(F)F)=O)C(C)(C)O)C=C1 N-(2-(1-(4-(2,4-dioxotetrahydropyrimidin-1(2H)-yl)benzyl)piperidin-4-yl)-5-(2-hydroxypropan-2-yl)benzo[d]thiazol-6-yl)-6-(trifluoromethyl)nicotinamide